OC1=C(C(=O)OCCC2=CC=CC=C2)C=CC=C1 Phenethyl 2-hydroxybenzoate